3-Methyl-cis-2-penten-1-yl-2-cyclopenten-1-one CC1=C(C(CC1)=O)\C=C/CCC